2-[1-[2-[3-(2,2-Difluoroethyl)-3-phenyl-azetidin-1-yl]-6-methyl-4-oxo-chromen-8-yl]ethylamino]benzoic acid FC(CC1(CN(C1)C=1OC2=C(C=C(C=C2C(C1)=O)C)C(C)NC1=C(C(=O)O)C=CC=C1)C1=CC=CC=C1)F